2-(2-((5-(3-(aminomethyl)phenyl)-7-morpholinobenzofuran-3-yl)methoxy)phenyl)acetic acid NCC=1C=C(C=CC1)C=1C=C(C2=C(C(=CO2)COC2=C(C=CC=C2)CC(=O)O)C1)N1CCOCC1